N1CC2(C1)C1=C(CS2)SC=C1C#N spiro[6H-thieno[2,3-c]thiophene-4,3'-azetidine]-3-carbonitrile